N-(6-bromo-2-methoxypyridin-3-yl)-1-methyl-4-phenyl-1H-1,2,3-triazole-5-carboxamide BrC1=CC=C(C(=N1)OC)NC(=O)C1=C(N=NN1C)C1=CC=CC=C1